2-iodo-3-(2,2,2-trifluoroethyl)imidazo[1,2-a]pyridin-8-amine IC=1N=C2N(C=CC=C2N)C1CC(F)(F)F